tert-butyl (1R*,2S*,5S*)-2-(4-fluorobenzyl)-3-azabicyclo[3.1.0]hexane-3-carboxylate FC1=CC=C(C[C@H]2[C@@H]3C[C@@H]3CN2C(=O)OC(C)(C)C)C=C1 |o1:6,7,9|